FC(C(=O)O)(F)F.CS(=O)(=O)C=1C=C(C=NC1)COC1=C(C=O)C=CC=N1 2-((5-(methylsulfonyl)pyridin-3-yl)methoxy)nicotinaldehyde 2,2,2-trifluoroacetate